tert-butyl (2-(3-ethoxy-1-methylnaphthalen-2-yl)ethyl)carbamate C(C)OC=1C(=C(C2=CC=CC=C2C1)C)CCNC(OC(C)(C)C)=O